6-(2-amino-5-(4-(4-(cyclopropylmethyl)piperazin-1-yl)phenyl)-6-fluoropyridin-3-yl)-7-fluoro-3,4-dihydroisoquinolin-1(2H)-one NC1=NC(=C(C=C1C=1C=C2CCNC(C2=CC1F)=O)C1=CC=C(C=C1)N1CCN(CC1)CC1CC1)F